C(=C)NCCC[Si](OCC)(OCC)OCC 3-vinylaminopropyl-triethoxysilane